C(CC#CCCCCC)OC(CCCCC(=O)OCCCCCCN(CCCCCCCC(=O)OCCCCCCCCC)CCO)OCCC#CCCCCC nonyl 8-((6-((6,6-bis(non-3-yn-1-yloxy)hexanoyl)oxy)hexyl)(2-hydroxyethyl)amino)octanoate